C(C)C(COC1=C2C(SC=C2)=C(C2=C1SC=C2)OCC(CCCC)CC)CCCC 4,8-bis(2-ethylhexyloxy)benzo[1,2-b:4,5-b']dithiophene